4-(((1r,4r)-4-hydroxycyclohexyl)amino)-2-(methylthio)-N-(pyridin-3-ylmethyl)pyrimidine-5-carboxamide OC1CCC(CC1)NC1=NC(=NC=C1C(=O)NCC=1C=NC=CC1)SC